C(C)(C)C=1C=C(C=NC1)CN(CCC1=CC=C(C=C1)NC(=O)C1=C(C=C(C(=C1)OC)OC)NC(=O)C=1OC2=CC=CC=C2C(C1)=O)CC=1C=C2C=NN(C2=CC1)C N-(2-((4-(2-(((5-i-Propylpyridin-3-yl)methyl)((1-methyl-1H-indazol-5-yl)methyl)amino)ethyl)phenyl)carbamoyl)-4,5-dimethoxyphenyl)-4-oxo-4H-chromene-2-carboxamide